(6aS,8R)-8-fluoro-5-(4-(trifluoromethyl)phenyl)-6,6a,7,8,9,10-hexahydro-5H-pyrido[1,2-a]quinoxaline-8-carboxylic acid F[C@]1(C[C@@H]2N(C=3C=CC=CC3N(C2)C2=CC=C(C=C2)C(F)(F)F)CC1)C(=O)O